ClC=1C(=CC(=C2CN(C(C12)=O)[C@@H](C(=O)NC=1SC=CN1)C1=C(C=CC(=C1)F)OC)F)I |r| (2RS)-2-(7-Chloro-4-fluoro-6-iodo-1-oxo-isoindolin-2-yl)-2-(5-fluoro-2-methoxy-phenyl)-N-thiazol-2-yl-acetamide